CC1=CC=CC(=N1)C=1C(=NN(C1)C1CC(C1)CN)C1CCOCC1 [3-[4-(6-methyl-2-pyridyl)-3-tetrahydropyran-4-yl-pyrazol-1-yl]cyclobutyl]methanamine